N1C=C(C2=CC=CC=C12)CCOC=1C2=C(N=C(N1)C=1C=NC=NC1)SC=N2 7-(2-(1H-indol-3-yl)ethoxy)-5-(pyrimidin-5-yl)thiazolo[5,4-d]pyrimidine